1-tosyl-6-(trifluoromethyl)-4,5,6,7-tetrahydro-1H-indol-6-ol S(=O)(=O)(C1=CC=C(C)C=C1)N1C=CC=2CCC(CC12)(O)C(F)(F)F